8-(1-Methylazetidin-3-yl)-2-[5-[(3-Methylazetidin-3-yl)methoxy]benzimidazol-1-yl]quinoline CN1CC(C1)C=1C=CC=C2C=CC(=NC12)N1C=NC2=C1C=CC(=C2)OCC2(CNC2)C